2,3,6,7,10,11-hexahydrotriphenylene hydrate O.C=1CCC=C2C3=CCCC=C3C3=CCCC=C3C12